tert-butyl 3-[4-(5-ethynyl-2-fluoro-anilino)quinazolin-6-yl]azetidine-1-carboxylate C(#C)C=1C=CC(=C(NC2=NC=NC3=CC=C(C=C23)C2CN(C2)C(=O)OC(C)(C)C)C1)F